4-dodecyloxy-9H-thioxanthen-9-one C(CCCCCCCCCCC)OC1=CC=CC=2C(C3=CC=CC=C3SC12)=O